C[C@@]1(COC[C@H]1C)N1CCC(CC1)C=1C=C2C=C(N=CC2=CC1C)NC(=O)[C@H]1CC12CCOCC2 (S)-N-(6-(1-((3R,4S)-3,4-dimethyltetrahydrofuran-3-yl)piperidin-4-yl)-7-methylisoquinolin-3-yl)-6-oxaspiro[2.5]octane-1-carboxamide